4-dodecyl-4-propylmorpholinium C(CCCCCCCCCCC)[N+]1(CCOCC1)CCC